O=C1NC(CC[C@H]1N1C(C2=CC=C(C=C2C1=O)OC1CC(C1)NC(C1=NC=C(C=C1)N1CCN(CC1)CC=1C=NC=2C=C(C(NC2C1)=O)CC)=O)=O)=O N-((1r,3r)-3-((2-(2,6-dioxopiperidin-3-yl)-1,3-dioxoisoindolin-5-yl)oxy)cyclobutyl)-5-(4-((7-ethyl-6-oxo-5,6-dihydro-1,5-naphthyridin-3-yl)methyl)piperazin-1-yl)picolinamide